NC1=C(C(=NN1C)C1CC2CC(C2C1)=NO)C(=O)NC1=CC(=C(C=C1)F)Cl 5-amino-N-(3-chloro-4-fluorophenyl)-3-(6-(hydroxyimino)bicyclo[3.2.0]Hept-3-yl)-1-methyl-1H-pyrazole-4-carboxamide